methyl 3-(5-(chloromethyl)-1,2,4-oxadiazol-3-yl)-2-methylbenzoate ClCC1=NC(=NO1)C=1C(=C(C(=O)OC)C=CC1)C